(2-((tert-butoxycarbonyl)amino)-4-(difluoromethoxy)butyl)trifluoroborate C(C)(C)(C)OC(=O)NC(C[B-](F)(F)F)CCOC(F)F